6-(pyrazolo[1,5-a]pyrimidin-6-ylmethyl)-N-(5-(trifluoromethyl)pyridin-3-yl)-4,5,6,7-tetrahydrothieno[2,3-c]pyridine-3-carboxamide N1=CC=C2N1C=C(C=N2)CN2CC1=C(CC2)C(=CS1)C(=O)NC=1C=NC=C(C1)C(F)(F)F